2-(2,6-dioxo-3-piperidyl)-1,3-dioxo-isoindoline O=C1NC(CCC1N1C(C2=CC=CC=C2C1=O)=O)=O